C1(CCC(N1OC(C1=C(C(=C(C(=C1F)F)N=[N+]=[N-])F)F)=O)=O)=O 4-azido-2,3,5,6-tetrafluorobenzoic acid succinimidyl ester